tert-butyl N-[2-[[[(2R)-2-benzyloxy-2-(trifluoromethyl)hex-5-enoyl]amino]carbamoyl]-6-bromo-5-(trifluoromethyl)-3-pyridyl]carbamate C(C1=CC=CC=C1)O[C@@](C(=O)NNC(=O)C1=NC(=C(C=C1NC(OC(C)(C)C)=O)C(F)(F)F)Br)(CCC=C)C(F)(F)F